ClC=1C=CC=C2C(CC(OC12)C1=C(OCCOC2CC(C2)C(=O)O)C=C(C=C1)C(F)(F)F)=O 3-[2-[2-(8-chloro-4-oxo-chroman-2-yl)-5-(trifluoromethyl)phenoxy]ethoxy]cyclobutanecarboxylic acid